OC[C@@H]1[C@H]2CC[C@@H](CN1)N2 (1R,2S,5S)-2-(hydroxymethyl)-3,8-diazabicyclo[3.2.1]octane